FC1=C(C=C(C=C1)C1=C(C=CC2=CC=CC=C12)C(=O)N)C(F)(F)F (4-fluoro-3-(trifluoromethyl)phenyl)-2-naphthamide